OC1C2(CNCC(C1)(N2C(=O)[O-])C)C l-6-hydroxy-1,5-dimethyl-3,8-diazabicyclo[3.2.1]octane-8-carboxylate